N-(3-((2-amino-7-(1H-pyrazol-5-yl)quinolin-4-yl)amino)propyl)-1-methyl-1H-imidazole-2-carboxamide NC1=NC2=CC(=CC=C2C(=C1)NCCCNC(=O)C=1N(C=CN1)C)C1=CC=NN1